(chloromethyl)-5-fluoropyridine ClCC1=NC=C(C=C1)F